BrC=1C(=C(OCC(=O)O)C=CC1C)C(=O)OC 2-(3-bromo-2-(methoxycarbonyl)-4-methylphenoxy)acetic Acid